C(C=C)(=O)OOCC.C(C=C)(=O)OOCC.C(C=C)(=O)OOCC tri-ethoxy triacrylate